C(CCCCCCC)C1(CCCCCCCCCCC1)CCCCCCCC di(n-octyl)cyclododecane